N-(p-tolyl)piperidine-4-carboxamide C1(=CC=C(C=C1)NC(=O)C1CCNCC1)C